NCC1=CC2=C(N(C(=N2)CN2C(N(C3=C2C=C(C=C3)F)CCOC)=O)CCCC(F)(F)F)C=C1 3-((5-(aminomethyl)-1-(4,4,4-trifluorobutyl)-1H-benzo[d]imidazol-2-yl)methyl)-5-fluoro-1-(2-methoxyethyl)-1,3-dihydro-2H-benzo[d]imidazol-2-one